(7S,8R)-2-((5-((S)-2-amino-1-hydroxypropan-2-yl)-8-cyclopropoxy-2,7-naphthyridin-3-yl)amino)-7,8-dimethyl-7,8-dihydro-5H-pyrano[4,3-b]Pyridin-5-one N[C@@](CO)(C)C1=C2C=C(N=CC2=C(N=C1)OC1CC1)NC1=CC=C2C(=N1)[C@H]([C@@H](OC2=O)C)C